chloroacetic acid 2-methoxyethyl ester COCCOC(CCl)=O